1-[4-(1,3-benzothiazol-2-yloxy)-3-methoxyphenyl]-2,2,2-trifluoroethanol S1C(=NC2=C1C=CC=C2)OC2=C(C=C(C=C2)C(C(F)(F)F)O)OC